CN(C1=CC=C(C=C1)C(CC(=O)C1=CC=C(C=C1)N(C)C)=O)C 1,3-bis[p-(dimethylamino)phenyl]-1,3-propanedione